N-(2-(5-bromopyridin-2-yl)-5-methyl-octahydrocyclopenta[c]pyrrol-5-yl)-2-chlorobenzamide BrC=1C=CC(=NC1)N1CC2C(C1)CC(C2)(C)NC(C2=C(C=CC=C2)Cl)=O